C(CCCCCCCCCCC)C=1[N+](CCN1)(CCO)CC(=O)O laurylcarboxymethylhydroxyethylimidazolinium